2,3-dihydro-1H-benzoisoquinoline-1,3-dione C1(NC(CC2=CC=C3C(=C12)C=CC=C3)=O)=O